2-azido-3-(3-nitro-1H-pyrazol-1-yl)pyrazine N(=[N+]=[N-])C1=NC=CN=C1N1N=C(C=C1)[N+](=O)[O-]